O1C(CC=C1)=O (Z)-furanone